8-(2,2-difluoro-1-(indolin-1-yl)-7-methyl-1-oxooctan-4-yl)-1,4-dioxaspiro[4.5]dec-7-ene-7-carboxylate FC(C(=O)N1CCC2=CC=CC=C12)(CC(CCC(C)C)C1=C(CC2(OCCO2)CC1)C(=O)[O-])F